3-Methyl-11-(propan-2-yl)-11-azatricyclo[6.2.1.02,7]undeca-2,4,6-triene hydrochloride Cl.CC1=C2C3CCC(C2=CC=C1)N3C(C)C